C[C@H]1[C@@H](C[C@H]([C@@H](O1)OCCCCCC(=O)[O-])O)O The molecule is a hydroxy fatty acid ascaroside anion that is the conjugate base of oscr#12, obtained by deprotonation of the carboxy group; major species at pH 7.3. It is a conjugate base of an oscr#12.